ClC=1C=C(C=C(C1)Cl)C1(CC(=NO1)N1CC2=C(C1)C(=C(S2)C(=O)NCC2CCOCC2)C)C(F)(F)F 5-(5-(3,5-dichlorophenyl)-5-(trifluoromethyl)-4,5-dihydroisoxazol-3-yl)-3-methyl-N-((tetrahydro-2H-pyran-4-yl)methyl)-5,6-dihydro-4H-thieno[2,3-c]pyrrole-2-carboxamide